[Si](C1=CC=CC=C1)(C1=CC=CC=C1)(C(C)(C)C)OC[C@@H](C[C@H](C)S(=O)[O-])C=C.[Na+] SODIUM (2S,4S)-4-(((TERT-BUTYLDIPHENYLSILYL)OXY)METHYL)HEX-5-ENE-2-SULFINATE